octadecyl-dimethyl-(3-trimethylsiloxypropyl)ammonium chloride [Cl-].C(CCCCCCCCCCCCCCCCC)[N+](CCCO[Si](C)(C)C)(C)C